FC1=C2C(=NC=3N(C2=CC=C1)C(=NN3)C)N3C1=C(CCCC3)C(=CC=C1)C#CC1(CC1)N 1-((1-(6-fluoro-1-methyl-[1,2,4]triazolo[4,3-a]quinazolin-5-yl)-2,3,4,5-tetrahydro-1H-benzo[b]azepin-6-yl)ethynyl)cyclopropan-1-amine